CC(CCCCCCCCCCCCCCCC)OCCO 2-[(1-methylheptadecyl)oxy]ethanol